C(C)N(C1=CC2=C(C(=C(C(O2)=O)C2=CC=C(C=C2)C(F)(F)F)C)C=C1)CC 7-(diethylamino)-4-methyl-3-(4-(trifluoromethyl)phenyl)-2H-benzopyran-2-one